C(C1=CC=CC=C1)S(=O)(=O)N1CC(C(CC1)(O)C1=CC(=CC=C1)OC)CN(C([2H])([2H])[2H])C([2H])([2H])[2H] 1-(benzylsulfonyl)-3-((bis(methyl-d3)amino)methyl)-4-(3-methoxyphenyl)piperidin-4-ol